C1=CC=C2C(=C1)C(=C(C(=O)O2)O)O dihydroxychromone